5-(tetrahydro-1H-pyrrol-1-yl)-1H-benzo[d]imidazole N1(CCCC1)C1=CC2=C(NC=N2)C=C1